(1-(2-(6-(Trifluoromethyl)imidazo[1,2-a]pyrazin-3-yl)pyrimidin-4-yl)piperidin-2-yl)methanol FC(C=1N=CC=2N(C1)C(=CN2)C2=NC=CC(=N2)N2C(CCCC2)CO)(F)F